4-((3-((3-(2-fluorophenyl)-5-methyl-5,6-dihydropyrrolo[3,4-c]pyrazol-2(4H)-yl)methyl)phenyl)amino)pyrimidin-2(1H)-one FC1=C(C=CC=C1)C1=C2C(=NN1CC=1C=C(C=CC1)NC1=NC(NC=C1)=O)CN(C2)C